FC1=C(CC=2N=C(NC2N)C2=NC(=NN2)C(F)(F)F)C=CC=C1 4-(2-fluorobenzyl)-2-(3-(trifluoromethyl)-1H-1,2,4-triazol-5-yl)-1H-imidazol-5-amine